[Ni+2].C1(=CC=CC=C1)C(=S)C(=S)C1=CC=CC=C1.C1(=CC=CC=C1)C(=S)C(=S)C1=CC=CC=C1.[Ni+2] nickel bis(dithiobenzil) nickel (II)